(S)-1-(2-(2-oxo-4-((1-(pyridin-2-yl)ethyl)amino)-1,2-dihydroquinolin-3-yl)-1H-benzo[d]imidazol-6-yl)piperidine-4-carboxylic acid O=C1NC2=CC=CC=C2C(=C1C1=NC2=C(N1)C=C(C=C2)N2CCC(CC2)C(=O)O)N[C@@H](C)C2=NC=CC=C2